[Ni].OCC1=BOC2=C1C=CC=C2 hydroxymethyl-benzoxaborole nickel